ClC1=C(C(=CC=C1)C(F)(F)F)COC=1C=NC(=NC1)N1C(OC(C1)CO)=O 3-(5-{[2-chloro-6-(trifluoromethyl)phenyl]methoxy}pyrimidin-2-yl)-5-(hydroxymethyl)-1,3-oxazolidin-2-one